O[C@H]([C@H]1C(CCC1)=O)C1=CC=C(C=C1)[N+](=O)[O-] (S)-2-((R)-hydroxy(4-nitrophenyl)methyl)cyclopentan-1-one